Cbz-l-alanine C(=O)(OCC1=CC=CC=C1)N[C@@H](C)C(=O)O